ClC(=O)OCCF 2-Fluoroethyl Chloroformate